IC=1C=C2C(=NC(=NC2=C2C1OCC2)C)O 6-iodo-2-methyl-8,9-dihydrofuro[2,3-h]quinazolin-4-ol